ClC1=CC=C(C=C1)NC(C1=CC(=CC=C1)S(=O)(=O)N1CCC2=CC=CC=C12)=O N-(4-chlorophenyl)-3-(indolin-1-ylsulfonyl)benzamide